NC1(CCOCC1)C#N 4-aminotetrahydropyran-4-carbonitrile